CC1=NC(=NC=C1CN1CC2(CN(C2)CC2CC3(COC3)C2)C1)C(F)(F)F 6-[[4-methyl-2-(trifluoromethyl)pyrimidin-5-yl]methyl]-2-(2-oxaspiro[3.3]heptan-6-ylmethyl)-2,6-diazaspiro[3.3]heptane